C[C@@H]1CC[C@@H]2[C@@H]1C[C@@]3(CCC(=C3CCC2=C)C(C)C)C The molecule is a diterpene that has a dicyclopenta[a,d]cyclooctane skeleton containing a double bond at the 6a-7 position and which is substituted by methyl groups at positions 1 and 9a, a methylene group at position 4 and an isopropyl group at position 7 (the 1R,3aR,9aS,10aR isomer). A precursor for sordaricin, the aglycone of sodarin found in Sordaria araneosa. It has a role as a fungal metabolite. It is a diterpene, an organic tricyclic compound and an olefinic compound.